CC(C)(C)[S@@](=O)N[C@@H](C)C1=CN=CS1 (R)-2-methyl-N-[(1S)-1-(1,3-thiazol-5-yl)ethyl]-2-propanesulfinamide